2-(3-((4-(((1,1,1,3,3,3-Hexafluoropropan-2-yl)oxy)carbonyl)piperazin-1-yl)methyl)-4-(pyridin-2-yl)phenoxy)-2-methylpropanoic acid FC(C(C(F)(F)F)OC(=O)N1CCN(CC1)CC=1C=C(OC(C(=O)O)(C)C)C=CC1C1=NC=CC=C1)(F)F